tetramethylsilicate CO[Si](OC)(OC)OC